BrC1=CC(=C(C=C1)[C@@H](C)NC(OC(C)(C)C)=O)C tert-butyl (R)-(1-(4-bromo-2-methylphenyl)ethyl)carbamate